ClC1=C(C=C(C=C1N1[C@H](CN(CC1)C[C@@H]1NC(CC1)=O)C)C#N)NC1=NC=2N(C(=N1)NC1CC1)N=CC2C#N 2-((2-chloro-5-cyano-3-((S)-2-methyl-4-(((R)-5-oxopyrrolidin-2-yl)methyl)piperazin-1-yl)phenyl)amino)-4-(cyclopropylamino)pyrazolo[1,5-a][1,3,5]triazine-8-carbonitrile